CS(=O)(=O)OCC1(CC(=NO1)C1=C(C=C(C(=C1)N1C(N(C(N(C1=O)C)=S)C)=O)F)Cl)C [3-[2-chloro-5-(3,5-dimethyl-2,6-dioxo-4-thioxo-1,3,5-triazinan-1-yl)-4-fluoro-phenyl]-5-methyl-4H-isoxazol-5-yl]methyl methanesulfonate